F[C@@H]1C[C@H](N(C1)C(CCN(C(C)=O)C1=NN(C=C1)C)=O)C(=O)NC(C1=CC=C(C=C1)C(C)C)C1=CC=CC=C1 (2S,4R)-4-fluoro-1-{3-[N-(1-methyl-1H-pyrazol-3-yl)acetamido]propanoyl}-N-[(2S)-phenyl[4-(propan-2-yl)phenyl]methyl]pyrrolidine-2-carboxamide